(S)-6-(2-(trifluoromethyl)pyrrolidin-1-yl)quinoline-4-carboxylic acid FC([C@H]1N(CCC1)C=1C=C2C(=CC=NC2=CC1)C(=O)O)(F)F